sodium (S)-3-(3-(1-methyl-4-oxido-2-oxo-1,2-dihydropyridin-3-yl)ureido)-3-(3-(pyridin-2-yl) phenyl)propanoate CN1C(C(=C(C=C1)[O-])NC(N[C@@H](CC(=O)[O-])C1=CC(=CC=C1)C1=NC=CC=C1)=O)=O.[Na+].[Na+]